NCC(=O)NCO[C@H](C(=O)OCC1=C(C=C(C=C1)OC)OC)C1CC1 2,4-Dimethoxybenzyl (S)-2-((2-Aminoacetamido) methoxy)-2-cyclopropylacetate